(1-methyl-1H-benzo[d]imidazol-6-yl)-3,4-dihydropyrido[4,3-d]pyrimidin-2(1H)-one CN1C=NC2=C1C=C(C=C2)N2C(NCC1=C2C=CN=C1)=O